FC=1C=C(C=CC1)C1N(CCC1)C1=NC=C(C=N1)C(=O)O 2-(2-(3-fluorophenyl)pyrrolidin-1-yl)pyrimidine-5-carboxylic acid